N(N)C1=CC2=C(C=N1)C=CN2S(=O)(=O)C2=CC=CC=C2 6-hydrazinyl-1-(phenylsulfonyl)-1H-pyrrolo[3,2-c]pyridine